C1=NC(=C2C(=N1)N(C=N2)[C@H]3[C@@H]([C@@H]([C@H](O3)COP(=O)(O)OS(=O)(=O)O)OP(=O)(O)O)O)N adenosine 3'-phosphate 5'-phosphosulfate lithium salt